1-trimethoxysilylethyldimethylsilyl-4-bis(trimethoxysilylpropylamino)methylsilylethyldimethylsilylbenzene CO[Si](C(C)C=1C(=C(C=CC1CC[SiH2]C(NCCC[Si](OC)(OC)OC)NCCC[Si](OC)(OC)OC)[SiH](C)C)[SiH](C)C)(OC)OC